(4-methoxypyridin-3-yl)(tetrahydro-2H-pyran-4-yl)methanol COC1=C(C=NC=C1)C(O)C1CCOCC1